diethyl-N-methyl-N-(2-methoxyethyl)ammonium bistrifluoromethanesulfonimide salt [N-](S(=O)(=O)C(F)(F)F)S(=O)(=O)C(F)(F)F.C(C)[N+](CCOC)(C)CC